(4-cyanobicyclo[2.2.2]octan-1-yl)-2-(propylsulfonamido)-5-(trifluoromethyl)benzamide C(#N)C12CCC(CC1)(CC2)C=2C(=C(C(=O)N)C=C(C2)C(F)(F)F)NS(=O)(=O)CCC